(2E)-N-(2-methyl-2,3-dihydro-1H-inden-1-yl)-3-[1-(oxan-2-yl)indazol-6-yl]prop-2-enamide CC1C(C2=CC=CC=C2C1)NC(\C=C\C1=CC=C2C=NN(C2=C1)C1OCCCC1)=O